(1r,5s)-3-oxa-6-azabicyclo[3.1.1]heptane [C@@H]12COC[C@@H](N1)C2